4-((1H-pyrazol-4-yl)methyl)-3-cyanobenzoic acid N1N=CC(=C1)CC1=C(C=C(C(=O)O)C=C1)C#N